1-(2-(6-(Trifluoromethyl)imidazo[1,2-a]pyrazin-3-yl)pyrimidin-4-yl)piperidine-3-carboxamide FC(C=1N=CC=2N(C1)C(=CN2)C2=NC=CC(=N2)N2CC(CCC2)C(=O)N)(F)F